FC1(C[C@@H](N(C1)C(=O)C=1N(CSC1)CC(C)(C)O)C)F (S)-4-(4,4-difluoro-2-methylpyrrolidine-1-carbonyl)-N-(2-hydroxy-2-methylpropyl)thiazole